[N+](=O)(O)[O-].N=NC(=O)N iminourea nitrate